(E)-(3-(methoxycarbonyl)-4-phenylbut-3-enoyl)glycylglycinyl-L-leucine methyl ester COC([C@@H](NC(CNC(CNC(C/C(=C\C1=CC=CC=C1)/C(=O)OC)=O)=O)=O)CC(C)C)=O